P(=O)(O)(O)O.C1=CCOC2=C1C1=CC=CC=C1C=C2 naphthopyran phosphate